(1r,4r)-4-((((6-(3-bromo-2-chlorophenyl)-2-methoxypyridin-3-yl)methyl)amino)methyl)cyclohexane-1-carboxylic acid methyl ester COC(=O)C1CCC(CC1)CNCC=1C(=NC(=CC1)C1=C(C(=CC=C1)Br)Cl)OC